racemic-propyl-butyl-lactamide C(CC)CC(C(=O)N)(O)CCCC